N-(4-fluoro-5-(((2S,4R)-4-((6-methoxypyrimidin-4-yl)oxy)-2-methylpyrrolidin-1-yl)methyl)thiazol-2-yl)acetamide-2,2,2-d3 trifluoroacetate salt FC(C(=O)O)(F)F.FC=1N=C(SC1CN1[C@H](C[C@H](C1)OC1=NC=NC(=C1)OC)C)NC(C([2H])([2H])[2H])=O